N=1C(=NN2C1C=CC=C2)C2=C(C=C1C(N(C=NC1=C2)C[C@H]2C[C@H](CCC2)NC=2C=NNC(C2C(F)(F)F)=O)=O)F 7-([1,2,4]triazolo[1,5-a]pyridin-2-yl)-6-fluoro-3-(((1R,3S)-3-((6-oxo-5-(trifluoromethyl)-1,6-dihydropyridazin-4-yl)amino)cyclohexyl)methyl)quinazolin-4(3H)-one